tert-butyl N-(tert-butoxycarbonyl)-N-[4-[3-([2-methoxy-3-[2-(trimethylsilyl) ethynyl]phenyl]amino)-4-oxo-1H,5H,6H,7H-pyrrolo[3,2-c]pyridin-2-yl]pyrimidin-2-yl]carbamate C(C)(C)(C)OC(=O)N(C(OC(C)(C)C)=O)C1=NC=CC(=N1)C1=C(C=2C(NCCC2N1)=O)NC1=C(C(=CC=C1)C#C[Si](C)(C)C)OC